Cl.CCCCCCCN Heptane-7-amine hydrochloride